(S)-4-((N,N-dimethylsulfamoyl)carbamoyl)-3-(2-methylpyrrolidin-1-yl)benzoic acid CN(S(=O)(=O)NC(=O)C1=C(C=C(C(=O)O)C=C1)N1[C@H](CCC1)C)C